4-(pyrrol-1-yl)pyridine tetra-sodium [Na].[Na].[Na].[Na].N1(C=CC=C1)C1=CC=NC=C1